C(C)(C)(C)OC(=O)N(CCC[C@@H](C(=O)OC(C)(C)C)NC(=O)OC(C)(C)C)CCCCCC=O (S)-tert-butyl 5-((tert-butoxycarbonyl)(6-oxohexyl)amino)-2-((tert-butoxycarbonyl)amino)pentanoate